C(#N)C=1C=NN2C1C(=CC(=C2)OC[C@@H](C)OC)C=2C=CC(=NC2)N2CCN(CC2)C(=O)OC(C)(C)C tert-butyl (R)-4-(5-(3-cyano-6-(2-methoxypropoxy)pyrazolo[1,5-a]pyridin-4-yl)pyridin-2-yl)piperazine-1-carboxylate